FC(S(=O)O[Zn]OS(=O)C(F)F)F bis(((difluoromethyl)sulfinyl)oxy)zinc